ClC=1C=C(C=C2C(=C(C=NC12)C#N)NCC(C)(C)C)N[C@@H](C1=CSC=2CN(CCC21)C2COC2)C=2N=NN(C2)C2CC2 (S)-8-chloro-6-(((1-cyclopropyl-1H-1,2,3-triazol-4-yl)(6-(oxetan-3-yl)-4,5,6,7-tetrahydrothieno[2,3-c]pyridin-3-yl)methyl)amino)-4-(neopentylamino)quinoline-3-carbonitrile